BrC1=CC=C(C=C1)C(CCCO)O (4-bromophenyl)butane-1,4-diol